N-((1S,3S)-3-(((1s,3R)-3-(2-(benzyloxy)phenyl)cyclobutoxy)methyl)-3-(4-(chloromethyl)oxazol-2-yl)cyclopentyl)methanesulfonamide C(C1=CC=CC=C1)OC1=C(C=CC=C1)C1CC(C1)OC[C@]1(C[C@H](CC1)NS(=O)(=O)C)C=1OC=C(N1)CCl